pentyl acrylate C(C=C)(=O)OCCCCC